FC1=CC=C(C(=O)NC2(C(C2)C)C=2N=C3CCCN(C3=CC2)C(=O)OC(C)(C)C)C=C1 tert-butyl 6-(1-(4-fluorobenzamido)-2-methylcyclopropyl)-3,4-dihydro-1,5-naphthyridine-1(2H)-carboxylate